C12N(CC(C1)C2)C=2C=1N=C3N(C1N=C(N2)Cl)C[C@H](OC3(C)C)C |r| racemic-4-(2-azabicyclo[2.1.1]hexan-2-yl)-2-chloro-6,6,8-trimethyl-8,9-dihydro-6H-[1,4]oxazino[4,3-e]purine